(naphthylphenyl)(benzoanthracenyl)anthracene C1(=CC=CC2=CC=CC=C12)C1=C(C=CC=C1)C1=C(C2=CC3=CC=CC=C3C=C2C=C1)C1=CC=CC=2C=CC=3C=C4C=CC=CC4=CC3C21